4-(7-bromo-8-fluoro-6-iodoquinazolin-4-yl)piperazine-1-carboxylic acid tert-butyl ester C(C)(C)(C)OC(=O)N1CCN(CC1)C1=NC=NC2=C(C(=C(C=C12)I)Br)F